N-[1-[[2-chloro-5-[3-(1-hydroxy-1-methyl-ethyl)phenyl]phenyl]methyl]-2-[4-(4-methyl-1,2,4-triazol-3-yl)anilino]-2-oxo-ethyl]-2-methyl-pyrazole-3-carboxamide ClC1=C(C=C(C=C1)C1=CC(=CC=C1)C(C)(C)O)CC(C(=O)NC1=CC=C(C=C1)C1=NN=CN1C)NC(=O)C=1N(N=CC1)C